FC1=C2C(=NN(C2=CC=C1)C(=O)OC(C)(C)C)I tert-butyl 4-fluoro-3-iodo-indazole-1-carboxylate